COC(=O)C1=CN(C2=CC=CC(=C12)CC1=CC=C(C=C1)C(F)(F)F)CCF 1-(2-fluoroethyl)-4-[[4-(trifluoromethyl)phenyl]methyl]indole-3-carboxylic acid methyl ester